COC(C(CCC(=O)OC)=O)=O Dimethyl-alpha-ketoglutarate